3-(3-bromo-5-methylphenyl)tetrahydro-2H-pyran-3-ol BrC=1C=C(C=C(C1)C)C1(COCCC1)O